2-((2,2-dimethyl-4,21-dioxo-3,8,11,14,17-pentaoxa-5,20-diazaheptacosan-27-yl)oxy)-4-hydroxy-5-(2-hydroxyacetamido)tetrahydro-2H-pyran-2-carboxylic acid CC(C)(OC(NCCOCCOCCOCCOCCNC(CCCCCCOC1(OCC(C(C1)O)NC(CO)=O)C(=O)O)=O)=O)C